1-Aminomethyl(tripropoxysilan) NC[Si](OCCC)(OCCC)OCCC